COC([C@@H](NC([C@@H](N)CC(=O)O)=O)C)=O L-Aspartyl-L-alanine methyl ester